6-(4-((4-(1H-pyrazol-4-yl)phenyl)amino)pyrimidin-2-yl)-1H-indole-2-carboxamide N1N=CC(=C1)C1=CC=C(C=C1)NC1=NC(=NC=C1)C1=CC=C2C=C(NC2=C1)C(=O)N